NC1=C2C(=NC=N1)N(N=C2C2=NOC(=C2C2=CC=C(C=N2)C2CCN(CC2)C(CCCCCN2CCC(CC2)C2=CC=C(NC1C(NC(CC1)=O)=O)C=C2)=O)C2CC2)C(C)C 3-[4-[1-[6-[4-[6-[3-(4-amino-1-isopropyl-pyrazolo[3,4-d]pyrimidin-3-yl)-5-cyclopropyl-isoxazol-4-yl]-3-pyridyl]-1-piperidyl]-6-oxo-hexyl]-4-piperidyl]anilino]piperidine-2,6-dione